O1C(=CC=C1)CNC(CN1C(N(C2=NC(=NC=C2C1=O)C1=CC=C(C=C1)C)C)=O)=O N-(2-Furanylmethyl)-1,4-dihydro-1-methyl-7-(4-methylphenyl)-2,4-dioxopyrimido[4,5-d]pyrimidine-3(2H)-acetamide